4,6-dimethyl-4,5,6,7-tetrahydro-1H-benzotriazole CC1CC(CC=2NN=NC21)C